1-((2S,4a'R,7'R,8'S,8a'R)-7'-((3-chlorobenzyl)oxy)-2',2'-dimethylhexahydro-3H,4'H-spiro[furan-2,6'-pyrano[3,2-d][1,3]dioxine]-8'-yl)-4-(3,4,5-trifluorophenyl)-1H-1,2,3-triazole ClC=1C=C(CO[C@@H]2[C@H]([C@H]3OC(OC[C@H]3O[C@]23OCCC3)(C)C)N3N=NC(=C3)C3=CC(=C(C(=C3)F)F)F)C=CC1